(1R,3S)-3-(5-{2-[3-(benzyloxy)-2-formylphenoxy]propanamido}-2H-pyrazol-3-yl)cyclopentyl N-isopropyl-carbamate C(C)(C)NC(O[C@H]1C[C@H](CC1)C=1NN=C(C1)NC(C(C)OC1=C(C(=CC=C1)OCC1=CC=CC=C1)C=O)=O)=O